CC1=C(C(=CC(=C1)C)C)S(=O)[O-].[Na+] sodium 2,4,6-trimethylbenzenesulfinate